ClC=1C(=C(C=CC1)NC1=C(NC2=C1C(NCC2)=O)C2=CC=NC1=CC=C(N=C21)OCC2CC(C2)(F)F)OC 3-[(3-chloro-2-methoxyphenyl)amino]-2-[6-[(3,3-difluorocyclobutyl)methoxy]-1,5-naphthyridin-4-yl]-1H,5H,6H,7H-pyrrolo[3,2-c]pyridin-4-one